tert-butyl 7-(3-ethoxy-3-oxo-propyl)-2,3-dihydropyrrolo[3,2-b]pyridine-1-carboxylate C(C)OC(CCC1=C2C(=NC=C1)CCN2C(=O)OC(C)(C)C)=O